ClC1=C(N=C(C=2C(N3[C@@H](COC21)CNCC3)=O)N(C)C=3C(=NC=CC3C)C(C)C)C3=C2C=NNC2=CC=C3C (6aR)-4-chloro-1-((2-isopropyl-4-methylpyridin-3-yl)(methyl)amino)-3-(5-methyl-1H-indazol-4-yl)-6,6a,7,8,9,10-hexahydro-12H-pyrazino[2,1-c]pyrido[3,4-f][1,4]oxazepin-12-one